ClC1=CSC2=C1NC(=C2)C(=O)N2[C@@H]1CC([C@H]([C@H]2C(=O)N[C@@H](C[C@H]2C(NCC2)=O)C#N)CC1)(F)F (1S,3S,4S)-2-(3-Chloro-4H-thieno[3,2-b]pyrrole-5-carbonyl)-N-((S)-1-cyano-2-((S)-2-oxopyrrolidin-3-yl)ethyl)-5,5-difluoro-2-azabicyclo[2.2.2]octane-3-carboxamide